2-((2-(4-hydroxybenzyl)-3-oxoisoindolin-1-yl)methyl)benzonitrile OC1=CC=C(CN2C(C3=CC=CC=C3C2=O)CC2=C(C#N)C=CC=C2)C=C1